2,4,4,6,6,8,8-Heptamethyl-1-nonene CC(=C)CC(CC(CC(C)(C)C)(C)C)(C)C